(R)-N-(2-((2-Amino-7-(5-((but-3-en-1-yl(methyl)amino)methyl)-2-oxo-1,2-dihydropyridin-4-yl)pyrido[3,2-d]pyrimidin-4-yl)amino)-2-methylhexyl)-1-methyl-1H-pyrazole-4-carboxamide NC=1N=C(C2=C(N1)C=C(C=N2)C2=CC(NC=C2CN(C)CCC=C)=O)N[C@@](CNC(=O)C=2C=NN(C2)C)(CCCC)C